pyrrolo[3,4-c]cinnolin C=1NC=C2N=NC=3C=CC=CC3C21